(2S)-4-cyclohexyl-1-(2-(3-cyclopropyl-5-isopropyl-2,4-dioxoimidazolidin-1-yl)-5,6-dihydrobenzo[f]imidazo[1,2-d][1,4]oxazepin-9-yl)pyrrolidine-2-carboxamide C1(CCCCC1)C1C[C@H](N(C1)C1=CC2=C(C=3N(CCO2)C=C(N3)N3C(N(C(C3C(C)C)=O)C3CC3)=O)C=C1)C(=O)N